(S)-2-amino-5-methoxy-5-oxopentanoic acid N[C@H](C(=O)O)CCC(=O)OC